C(C)OC1=CC=C(C(=N1)C(F)(F)F)C(=O)N1C[C@H](N(CC1)C=1C=CC(=NC1C(=O)NC1CN(C1)C)C=1C(=NC=CC1)OC)CC 5-[(2R)-4-[6-ethoxy-2-(trifluoromethyl)pyridine-3-carbonyl]-2-ethylpiperazin-1-yl]-2'-methoxy-N-(1-methylazetidin-3-yl)-[2,3'-bipyridine]-6-carboxamide